N-(4-Cyanobenzyl)-6-((1-((1-(2-hydroxy-2-methylpropoxy)-2-methylpropan-2-yl)sulfonyl)cyclopropyl)methyl)-1-methyl-7-oxo-4,5,6,7-tetrahydro-1H-pyrazolo[3,4-c]pyridine-3-carboxamide C(#N)C1=CC=C(CNC(=O)C2=NN(C=3C(N(CCC32)CC3(CC3)S(=O)(=O)C(COCC(C)(C)O)(C)C)=O)C)C=C1